NC([C@H](CCC(=O)OC(C)(C)C)N1C(C2=CC=C(C(=C2C1C)F)C1=NC(=C(C(=C1)C)C)N)=O)=O tert-Butyl (4S)-5-amino-4-(5-(6-amino-4,5-dimethylpyridin-2-yl)-4-fluoro-3-methyl-1-oxoisoindolin-2-yl)-5-oxopentanoate